FC(C=1C=CC(=NC1)OC1=CC=C(C=C1)O)(F)F 4-((5-(trifluoromethyl)pyridin-2-yl)oxy)phenol